4a-hydroxy-2-methyl-4a,5,6,7-tetrahydro-4H-pyrrolo[2,3-b]thieno[3,2-e]pyridin-4-one OC12C(=NC3=C(C1=O)C=C(S3)C)NCC2